C(CCC)C1OC(C2=CC(=CC=C12)NC(C1=CC(=CC=C1)N(C(C)=O)O)=O)=O N-(1-butyl-3-oxo-1,3-dihydroisobenzofuran-5-yl)-3-(N'-hydroxy-acetamido)benzamide